C(C)(C)C1=C(C=CC=C1)C1NCCC(C1)OC1=CC=CC=C1 2-(2-isopropylphenyl)-4-phenoxypiperidine